C[C@@H]1N(C[C@H](N(C1)[C@H](C)C=1C=C2N=CC=NC2=CC1)C)C=1C=2C(N(C(C1)=O)C)=C(NN2)F 7-((2S,5R)-2,5-dimethyl-4-((R)-1-(quinoxalin-6-yl)ethyl)piperazin-1-yl)-3-Fluoro-4-methyl-2,4-dihydro-5H-pyrazolo[4,3-b]Pyridin-5-one